C1(CC1)N1N=C(N=N1)C(N1CCNCC1)C1=CC=CC=C1 1-((2-cyclopropyl-2H-tetrazol-5-yl)(phenyl)methyl)piperazine